ClC1=C(OC2CCC(CC2)CCN2N=C(C3=C2CCC3)C(=O)N3CCN(CC3)C(CO)=O)C=C(C=C1)C 1-(4-(1-(2-((1r,4r)-4-(2-chloro-5-methylphenoxy)cyclohexyl)ethyl)-1,4,5,6-tetrahydrocyclopenta[c]pyrazole-3-carbonyl)piperazin-1-yl)-2-hydroxyethan-1-one